ClC=1C=C(CC=2OC(=C(N2)C2=CC=C(OCC3=CC=C(C(=O)N(C)C)C=C3)C=C2)C)C=CC1 4-((4-(2-(3-Chlorobenzyl)-5-methyloxazol-4-yl)phenoxy)methyl)-N,N-dimethylbenzamide